2-(2-chlorophenyl)cyclohexanol ClC1=C(C=CC=C1)C1C(CCCC1)O